FC(SC=1C=NNC1)(F)F 4-trifluoromethylthiopyrazole